CNC1(C(=CC=CC1)C1=CC=CC=C1)[Pd+] (2-methylamino-1,1'-biphenyl-2-yl)palladium(II)